OCC1=CC=C(C=C1)NC([C@H](C)NC([C@H](C(C)C)NC(OCC1C2=CC=CC=C2C=2C=CC=CC12)=O)=O)=O (9H-fluoren-9-yl)methyl ((S)-1-(((S)-1-((4-(hydroxymethyl)phenyl)amino)-1-oxopropan-2-yl)amino)-3-methyl-1-oxobutan-2-yl)carbamate